FC1=CC=C(C=C1)C=1C=C2C(=C(C(N(C2=NC1)CCN1CCOCC1)=O)C(=O)NC(C(=O)OC)(C)C)O methyl 2-(6-(4-fluorophenyl)-4-hydroxy-1-(2-morpholinoethyl)-2-oxo-1,2-dihydro-1,8-naphthyridine-3-carboxamido)-2-methylpropanoate